The molecule is a member of the class of pyridines that is pyridine which is substituted by a 2-methyl-2H-tetrazol-5-yl group at position 2 and by a 2-fluoro-4-[(5R)-5-(hydroxymethyl)-2-oxo-1,3-oxazolidin-3-yl]phenyl group at position 5. It is used as its phosphate pro-drug used for the treatment of acute bacterial skin and skin structure infections caused by certain susceptible bacteria, including Staphylococcus aureus (including methicillin-resistant strains (MRSA) and methicillin-susceptible strains), various Streptococcus species, and Enterococcus faecalis. It has a role as an antimicrobial agent, a drug metabolite and a protein synthesis inhibitor. It is a member of pyridines, a member of tetrazoles, an organofluorine compound, an oxazolidinone, a primary alcohol and a carbamate ester. CN1N=C(N=N1)C2=NC=C(C=C2)C3=C(C=C(C=C3)N4C[C@@H](OC4=O)CO)F